tert-butyl N-[3-[[3-[[2-[3-(N'-hydroxycarbamimidoyl)phenyl]-1-(6-methoxy-1,3-benzothiazol-2-yl)ethyl]sulfamoyl]benzoyl]amino]propyl]carbamate ON=C(N)C=1C=C(C=CC1)CC(C=1SC2=C(N1)C=CC(=C2)OC)NS(=O)(=O)C=2C=C(C(=O)NCCCNC(OC(C)(C)C)=O)C=CC2